1-{3-methoxy-4-{2-[4-(4-methoxyphenyl)piperazin-1-yl]ethoxy}benzyl}-3-(4-methoxyphenyl)urea COC=1C=C(CNC(=O)NC2=CC=C(C=C2)OC)C=CC1OCCN1CCN(CC1)C1=CC=C(C=C1)OC